N1CCCCC2=C1C=CC=C2 2,3,4,5-tetrahydro-1H-benzazepine